C(C)(C)C1=C(C=C(C=C1)C)NC(=S)NC1=CC=C(C=C1)C=1C(=C(N(N1)C)NC(C1=CC=C(C=C1)C(F)(F)F)=O)C N-[5-[4-[(2-isopropyl-5-methyl-phenyl)thiocarbamoylamino]phenyl]-2,4-dimethyl-pyrazol-3-yl]-4-(trifluoromethyl)benzamide